methylisopropylmethanone CC(=O)C(C)C